3-(5-{1,4-Dioxa-8-azaspiro[4.5]decan-8-yl}-1-oxo-3H-isoindol-2-yl)piperidine-2,6-dione O1CCOC12CCN(CC2)C=2C=C1CN(C(C1=CC2)=O)C2C(NC(CC2)=O)=O